BrC1=CC=C(CN2CCNCC2)C=C1 1-(4-bromobenzyl)piperazine